FC=1C=2NS(C=3NC(C=C(C(OCCOC=4C=CC=CC4C(=C(C1)F)C2)=O)C3)=O)(=O)=O 21,23-difluoro-18,18-dioxo-8,11-dioxa-18λ6-thia-16,19-diazatetracyclo[18.3.1.113,17.02,7]pentacosa-1(23),2(7),3,5,13,17(25),20(24),21-octaene-12,15-dione